CC(C1=CC=CC=C1)O methyl-benzylalcohol